C(C\C=C/CCCCCCCCCCCC(=O)O)C(=O)O cis-3-pentadecene-1,15-dicarboxylic acid